C(C)(=O)NNC(=O)C=1NC2=C(C(=CC=C2C1C=1C=NN(C1)C1OCCCC1)Cl)Cl N'-acetyl-6,7-dichloro-3-(1-tetrahydropyran-2-ylpyrazol-4-yl)-1H-indole-2-carbohydrazide